NCCOCCOCCOCCOC1=CC=C2C3=C1C(N(C(C3=CC=C2)=O)C2C(NC(CC2)=O)=O)=O 4-(2-(2-(2-(2-aminoethoxy)ethoxy)ethoxy)ethoxy)-2-(2,6-dioxopiperidin-3-yl)-1H-benzo[de]isoquinoline-1,3(2H)-dione